F[C@@H]1C[C@H](N(C1)C(=O)OC(C)(C)C)COC1=CC(=C(C=C1)C)C(NC1(CC1)C1=CC(=CC2=CC=CC=C12)OC)=O (2S,4R)-tert-Butyl 4-fluoro-2-((3-((1-(3-methoxynaphthalen-1-yl)cyclopropyl)carbamoyl)-4-methyl phenoxy)methyl)pyrrolidine-1-carboxylate